C(#N)C1=C(C=C(C=C1)C(CN1C([C@@H]2N(CCN(C2)C#N)CC1)=O)C)C (9aR)-8-(2-(4-cyano-3-methylphenyl)propyl)-9-oxooctahydro-2H-pyrazino[1,2-a]pyrazine-2-carbonitrile